(S)-2-(1-(3-chloro-5-cyanophenyl)-1H-pyrazol-4-yl)-N-(5-cyclopropyl-1H-pyrazol-3-yl)propanamide ClC=1C=C(C=C(C1)C#N)N1N=CC(=C1)[C@@H](C(=O)NC1=NNC(=C1)C1CC1)C